C1=CC=CC=2C3=CC=CC=C3C(C12)COC(=O)N[C@H](C(=O)OCC1=CC=CC=C1)CSC(C1=CC=CC=C1)(C1=CC=CC=C1)C1=CC=CC=C1 benzyl (2R)-2-({[(9H-fluoren-9-yl)methoxy]carbonyl}amino)-3-[(triphenylmethyl)sulfanyl]propanoate